ethyl (S)-3-(3-(benzo[d][1,3]dioxol-5-yl)phenyl)-3-(3-(4-hydroxy-1-methyl-2-oxo-1,2-dihydro pyridin-3-yl)ureido)propanoate O1COC2=C1C=CC(=C2)C=2C=C(C=CC2)[C@H](CC(=O)OCC)NC(=O)NC=2C(N(C=CC2O)C)=O